CC([C@H]1CC[C@H]2[C@@H]3CC[C@H]4CCCC[C@]4(C)[C@H]3CC[C@]12C)=O 5a-pregnan-20-one